C1(CC1)C1=CC=C(C=C1)[C@@H]1N(C[C@H](N(C1)CCC(=O)O)C)C(CNC(\C=C\C1=C(C=C(C=C1)C(F)(F)F)F)=O)=O 3-[(2R,5S)-5-(4-cyclopropylphenyl)-4-[2-[[(E)-3-[2-fluoro-4-(trifluoromethyl)phenyl]prop-2-enoyl]amino]acetyl]-2-methylpiperazin-1-yl]propanoic acid